methyl N-[5-[6-[(4-methoxy-2-pyridyl)-methyl-carbamoyl]-8-methyl-imidazo[1,2-a]pyrazin-3-yl]-2-pyridyl]carbamate COC1=CC(=NC=C1)N(C(=O)C=1N=C(C=2N(C1)C(=CN2)C=2C=CC(=NC2)NC(OC)=O)C)C